NC1=CC=C(C=C1)N=NC1=CC(=CC=C1)C 4-amino-3'-methylazobenzene